C(C)C=1N=C(SC1)[C@H](CC1=CC=C(C=C1)NS(=O)(=O)O)NC([C@H](C(C)C)C(=O)OC)=O 4-{(S)-2-(4-ethylthiazol-2-yl)-2-[(S)-2-(methoxycarbonyl)-3-methylbutanamido]-ethyl}phenylaminosulfonic acid